2-(4-(6-((4-(difluoromethyl)-2-fluorobenzyl)oxy)pyridin-2-yl)-2,5-difluorobenzyl)-1-(4,4-dimethyltetrahydrofuran-3-yl)-1H-benzo[d]imidazole-6-carboxylic acid FC(C1=CC(=C(COC2=CC=CC(=N2)C2=CC(=C(CC3=NC4=C(N3C3COCC3(C)C)C=C(C=C4)C(=O)O)C=C2F)F)C=C1)F)F